CC1COC2=C3N1C=C(C(=O)C3=CC(=C2N4CCN(CC4)C)F)C(=O)O The molecule is an oxazinoquinolone carrying carboxy, fluoro, methyl and 4-methylpiperazino substituents. A synthetic fluoroquinolone antibacterial agent, it inhibits the supercoiling activity of bacterial DNA gyrase, halting DNA replication. It has a role as a DNA synthesis inhibitor, an antiinfective agent and an antibacterial drug. It is an oxazinoquinoline, a N-alkylpiperazine, a N-arylpiperazine, a 3-oxo monocarboxylic acid, an organic heterotricyclic compound, a quinolone antibiotic and a fluoroquinolone antibiotic.